[6-(3-cyclopropyl-1H-1,2,4-triazol-5-yl)-2-azaspiro[3.3]heptan-2-yl]-[3-[4-(1-mesylcyclopropyl)phenyl]azetidin-1-yl]methanone C1(CC1)C1=NNC(=N1)C1CC2(CN(C2)C(=O)N2CC(C2)C2=CC=C(C=C2)C2(CC2)S(=O)(=O)C)C1